CC(C(=O)OC[C@@H]1[C@H]([C@H]([C@@H](O1)N1C(=O)N=C(N)C(=C1)C=O)O)O)C[C@@H](C)[C@H]1CC[C@H]2[C@@H]3[C@@H](C[C@@H]4CC(=CC[C@]4(C)[C@H]3CC[C@]12C)O[Si](C)(C)C)OCOC 5-Formyl-cytidine methyl-7α-methoxymethoxy-3-trimethylsiloxy-5β-chola-2-enoate